C(CCCCCCCCCCCCCCC(C)C)(=O)OC(C)CC 2-butyl iso-stearate